C(=O)[O-].C(CCC)[NH3+] n-butyl-ammonium formate